4-methylbenzoic acid tert-butyl-4-[[4-(7-bromo-6-methyl-quinoxalin-2-yl)pyrazol-1-yl]methyl]piperidine-1-carboxylate C(C)(C)(C)OC(=O)N1CCC(CC1)CN1N=CC(=C1)C1=NC2=CC(=C(C=C2N=C1)C)Br.CC1=CC=C(C(=O)O)C=C1